C12(CCCCCCCCC(CC1)CC2)OC(C=C)=O acrylic bicyclo[8.2.2]Tetradecyl ester